4-(7-((1H-imidazol-1-yl)methyl)-5-(1-methyl-3-(trifluoromethyl)-1H-pyrazol-4-yl)-1-oxo-3,4-dihydroisoquinolin-2(1H)-yl)-7-methoxyquinazolin-6-yl trifluoromethanesulfonate FC(S(=O)(=O)OC=1C=C2C(=NC=NC2=CC1OC)N1C(C2=CC(=CC(=C2CC1)C=1C(=NN(C1)C)C(F)(F)F)CN1C=NC=C1)=O)(F)F